COC1=CC(=CC=2N(C=NC21)C[C@H]2OCC2)C(=O)O 4-methoxy-1-(((S)-oxetane-2-yl)methyl)-1H-benzo[d]imidazole-6-carboxylic acid